NC=1C=2N(C(=CN1)Cl)C(=NC2C2=CC=C(C=C2)[C@@](C)(O)C2=CC(=CC=C2)C2CC2)[C@H]2CN1C(CC[C@@H]1CC2)=O (6R,8aS)-6-(8-amino-5-chloro-1-{4-[(1R)-1-(3-cyclopropylphenyl)-1-hydroxyethyl]phenyl}imidazo[1,5-a]pyrazin-3-yl)hexahydroindolizin-3(2H)-one